1-Chloroethyl ((2,2-dimethyl-1,3-dioxan-5-yl)methyl) carbonate C(OC(C)Cl)(OCC1COC(OC1)(C)C)=O